ClC=1C=C(N)C=C(C1OC(C(F)F)(F)F)Cl 3,5-dichloro-4-(1,1,2,2-tetrafluoroethoxy)aniline